C1(CC1)C1=CC(=NO1)CCN1N(CC2=C1N(C1=CC=CC=C21)C2=CC=C(C=C2)C(F)(F)F)C N-[2-(5-cyclopropyl-1,2-oxazol-3-yl)ethyl]-2-methyl-8-[4-(trifluoromethyl)phenyl]-2H,8H-pyrazolo[3,4-b]indole